4-[bis(4-hydroxy-3-methylphenyl)methyl]-2-methoxyphenol OC1=C(C=C(C=C1)C(C1=CC(=C(C=C1)O)OC)C1=CC(=C(C=C1)O)C)C